3-(8-trifluoromethylquinolin-5-yl)-N-(1-methylpiperidin-4-yl)-5-(trifluoromethyl)-3-azabicyclo[3.1.0]hexane-1-carboxamide FC(C=1C=CC(=C2C=CC=NC12)N1CC2(CC2(C1)C(F)(F)F)C(=O)NC1CCN(CC1)C)(F)F